3-((4-chloro-2-cyanopyridin-3-yl)methyl)-1-oxo-2-((2-oxo-2,3-dihydrobenzo[d]oxazol-6-yl)methyl)isoindoline-5-carbonitrile ClC1=C(C(=NC=C1)C#N)CC1N(C(C2=CC=C(C=C12)C#N)=O)CC1=CC2=C(NC(O2)=O)C=C1